OC1=C(CNC2=C3N=CN(C3=NC=N2)[C@H]2[C@@H](O)[C@H](O)[C@H](O2)CO)OC(=C1)OC 6-(3-hydroxy-5-methoxyfurfurylamino)-9-β-D-arabinofuranosylpurine